N-(5-(5-((4-(4-cyano-6-methylpyrimidin-2-yl)piperazin-1-yl)sulfonyl)indoline-1-carbonyl)-1H-imidazol-1-yl)methanesulfonamide C(#N)C1=NC(=NC(=C1)C)N1CCN(CC1)S(=O)(=O)C=1C=C2CCN(C2=CC1)C(=O)C1=CN=CN1NS(=O)(=O)C